ClC=1C=C(C=CC1Cl)NC1=CC=NC2=CC=C(C=C12)C1=C(C=C(C=C1)CN1CCN(CC1)C)F N-(3,4-dichlorophenyl)-6-(2-fluoro-4-((4-methylpiperazin-1-yl)methyl)phenyl)quinolin-4-amine